ClC=1C=NC(=NC1)CN1CCN(CC1)C=1N=C(C2=C(N1)CCS2=O)NC2(CCC2)CO 2-(4-((5-chloropyrimidin-2-yl)methyl)piperazin-1-yl)-4-((1-(hydroxymethyl)cyclobutyl)amino)-6,7-dihydrothieno[3,2-d]pyrimidine 5-oxide